tert-butyl 3-(2-(4,4-dimethyl-1-carbonyl-6-(6-azaspiro[2.5]octane-6-carbonyl)-3,4-dihydroisoquinolin-2(1H)-yl)-1-hydroxyethyl)-3,4-dihydroisoquinoline-2(1H)-carboxylate CC1(CN(C(C2=CC=C(C=C12)C(=O)N1CCC2(CC2)CC1)=C=O)CC(O)C1N(CC2=CC=CC=C2C1)C(=O)OC(C)(C)C)C